O=C1N(CC2=C(C=CC=C12)C=1C=C2CC(NC2=CC1)=O)CC(C#N)=C 2-{[1-oxo-4-(2-oxo-2,3-dihydro-1H-indol-5-yl)-2,3-dihydro-1H-isoindol-2-yl]methyl}prop-2-enenitrile